C(CCCCC)OC1=CC=C(CC#N)C=C1 4-n-hexyloxybenzyl cyanide